3-bromo-N-phenyl-N-(4-(9-phenyl-9H-carbazol-3-yl)phenyl)aniline BrC=1C=C(N(C2=CC=C(C=C2)C=2C=CC=3N(C4=CC=CC=C4C3C2)C2=CC=CC=C2)C2=CC=CC=C2)C=CC1